3-fluoro-1-butene FC(C=C)C